2-(4-(2-hydroxyethyl)1-piperazinyl)ethanesulfonic acid OCCN1CCN(CC1)CCS(=O)(=O)O